C1(=CC=CC=2C3=CC=CC=C3CC12)C1=C(C(=CC=C1)Br)Br fluorenylphenylene dibromide